pyrene-1-carboxylic acid C1(=CC=C2C=CC3=CC=CC4=CC=C1C2=C34)C(=O)O